CS(=O)C(C=O)C 2-(methylsulfinyl)propan-1-one